P(O)(O)OC1=C(C=C(C=C1)C(C)(C)C1=CC=CC=C1)C(C)(C)C1=CC=CC=C1 2,4-dicumylphenol phosphite